BrC1=C2C=NN(C2=CC2=C1C(C(C2)(F)F)CC)C2OCCCC2 4-bromo-5-ethyl-6,6-difluoro-1-(tetrahydro-2H-pyran-2-yl)-1,5,6,7-tetrahydrocyclopenta[f]indazole